(1-methylpyrrolidin-2-yl)propionic acid CN1C(CCC1)C(C(=O)O)C